3-ethyl 5-methyl 2-(acetoxymethyl)-4-(2-(difluoromethoxy) phenyl)-6-(fluoromethyl)-1,4-dihydropyridine-3,5-dicarboxylate C(C)(=O)OCC=1NC(=C(C(C1C(=O)OCC)C1=C(C=CC=C1)OC(F)F)C(=O)OC)CF